C(C)(C)(C)OC([C@@H](CCC(=O)O)NC(=O)N[C@@H](C(=O)OC(C)(C)C)CCC(=O)OC(C)(C)C)=O (R)-5-(TERT-BUTOXY)-4-(3-((R)-1,5-DI-TERT-BUTOXY-1,5-DIOXOPENTAN-2-YL)UREIDO)-5-OXOPENTANOIC ACID